2-(2,3-difluoro-6-methoxybenzene-1-carbonyl)-8,8-dimethyl-7-oxo-2-azaspiro[3.5]non-5-ene-6-carbonitrile FC1=C(C(=CC=C1F)OC)C(=O)N1CC2(C1)C=C(C(C(C2)(C)C)=O)C#N